(1S)-N-[(1S)-1-(2-Amino-2-oxo-ethyl)prop-2-ynyl]-2-[1-[4-(trifluoromethoxy)phenyl]-cyclopropanecarbonyl]isoindoline-1-carboxamide NC(C[C@@H](C#C)NC(=O)[C@H]1N(CC2=CC=CC=C12)C(=O)C1(CC1)C1=CC=C(C=C1)OC(F)(F)F)=O